The molecule is an enol ether that is the cyclopropylmethyl ether of 3-hydroxy-5,5-dimethyl-4-[4-(methylsulfonyl)phenyl]furan-2-one. A selective cyclooxygenase 2 inhibitor, it is used in veterinary medicine for the control of pain and inflammation associated with osteoarthritis in horses and dogs. It has a role as a non-steroidal anti-inflammatory drug, a cyclooxygenase 2 inhibitor, an antineoplastic agent and a non-narcotic analgesic. It is a butenolide, a sulfone, an enol ether and a member of cyclopropanes. CC1(C(=C(C(=O)O1)OCC2CC2)C3=CC=C(C=C3)S(=O)(=O)C)C